2-[4-[(E)-3-(3-Hydroxyphenyl)prop-2-enoyl]phenoxy]acetonitrile OC=1C=C(C=CC1)/C=C/C(=O)C1=CC=C(OCC#N)C=C1